NC=1CC(=CC2=C(N1)C=C(S2)CCCCCN)C(=O)N(CCC)CCCNC(CC(C)(C)C)=O 5-amino-2-(5-aminopentyl)-N-(3-(3,3-dimethylbutanamido)propyl)-N-propyl-6H-thieno[3,2-b]azepine-7-carboxamide